trimethoxyoxy[2-(7-oxabicyclo[4.1.0]hept-3-yl)ethyl]silane COO[Si](CCC1CC2OC2CC1)(OOC)OOC